(1aRS,7bSR)-5-[2-(3-dimethylaminopropylcarbamoyl)benzene-sulfonylamino]-1,1a,2,7b-tetrahydrocyclopropa[c]chromene-4-carboxylic acid CN(CCCNC(=O)C1=C(C=CC=C1)S(=O)(=O)NC1=CC=C2[C@@H]3[C@H](COC2=C1C(=O)O)C3)C |r|